dibromo-butyl-methylsilane Br[Si](C)(CCCC)Br